2-(6-azaspiro[2.5]octan-6-yl)-6-((1-hydroxy-2-methyl-2-propanyl)amino)-N-(6-((3R)-3-methyl-4-morpholinyl)-2-pyridinyl)-3-pyridinecarboxamide C1CC12CCN(CC2)C2=NC(=CC=C2C(=O)NC2=NC(=CC=C2)N2[C@@H](COCC2)C)NC(CO)(C)C